CC1(C(OCC1)CNCC=1C=CC=2N(C1)C=C(N2)CNC(=O)C=2N=C1N(C(C2)=O)C=CC=C1)C N-{[6-({[(3,3-dimethyloxolan-2-yl)methyl]amino}methyl)imidazo[1,2-a]pyridin-2-yl]methyl}-4-oxo-4H-pyrido[1,2-a]pyrimidine-2-carboxamide